2-(2-methoxyphenyl)-4-(4-(piperazin-1-ylmethyl)phenylamino)pyrimido[4,5-d]pyridazin-5(6H)-one hydrochloride Cl.COC1=C(C=CC=C1)C=1N=C(C2=C(C=NNC2=O)N1)NC1=CC=C(C=C1)CN1CCNCC1